CC1=NC(=NO1)C=1C=C2C(=NC=NC2=CC1)NCCN1C(C2=CC3=C(N=CC=C3N2CC1)OCC(F)(F)F)=O 11-[2-[[6-(5-Methyl-1,2,4-oxadiazol-3-yl)quinazolin-4-yl]amino]ethyl]-6-(2,2,2-trifluoroethoxy)-1,5,11-triazatricyclo[7.4.0.02,7]trideca-2,4,6,8-tetraen-10-one